FC(C=1N=C2N(C=CC(=C2)C2=C(C=CC(=N2)C#N)C=2C=NN(C2)CC2(CCCC2)F)C1)F 6-(2-(difluoromethyl)imidazo[1,2-a]pyridin-7-yl)-5-(1-((1-fluorocyclopentyl)methyl)-1H-pyrazol-4-yl)picolinonitrile